3,8-bis(benzyloxy)-2,9-dimethyl-spiro[benzo[c]chromen-6,1'-cyclopentane] C(C1=CC=CC=C1)OC1=C(C=C2C3=C(C=C(C(=C3)C)OCC3=CC=CC=C3)C3(CCCC3)OC2=C1)C